C(C)OC(C(C=O)NCC)=O ethylamino-3-oxo-propionic acid ethyl ester